[Na+].[Na+].[Mg+2].C(CN(CC(=O)[O-])CC(=O)[O-])N(CC(=O)[O-])CC(=O)[O-] ethylenediaminetetraacetic acid magnesium disodium salt